CC1=C(OC=2CCC3=CN(N=C3C21)CC2=CC=C(C=C2)C)C(=O)OCC ethyl 8-methyl-2-[(4-methylphenyl)methyl]-4,5-dihydro-2H-furo[2,3-g]indazole-7-carboxylate